2-hydroxy-4,6-dichloro-s-triazine OC1=NC(=NC(=N1)Cl)Cl